7-fluoro-6-(2-quinolylamino)-3,4-dihydro-1H-quinolin-2-one FC1=C(C=C2CCC(NC2=C1)=O)NC1=NC2=CC=CC=C2C=C1